CN1N=NC2=C1C=CC(=C2C)[C@H](CC(=O)OCC)C=2C=C(C1=C(C=CS1)C2)CN2C[C@H](OC1=C([C@@H]2C)N=C(C=C1)O)C Ethyl (3R)-3-(1,4-dimethyl-1H-benzotriazol-5-yl)-3-(7-{[(2R,5S)-7-hydroxy-2,5-dimethyl-2,3-dihydropyrido[2,3-f][1,4]oxazepin-4(5H)-yl]methyl}-1-benzothiophen-5-yl)propanoate